Ethyl 5-({[(1Z)-amino(3-methyl-5-nitropyridin-2-yl)methylene]amino}oxy)-5-oxopentanoate N\C(\C1=NC=C(C=C1C)[N+](=O)[O-])=N/OC(CCCC(=O)OCC)=O